1-(3-(tert-butyl)-1-phenyl-1H-pyrazol-5-yl)-3-(2,3-difluoro-4-((3-oxo-3,4-dihydropyrido[2,3-b]pyrazin-8-yl)oxy)phenyl)urea C(C)(C)(C)C1=NN(C(=C1)NC(=O)NC1=C(C(=C(C=C1)OC1=CC=NC=2NC(C=NC21)=O)F)F)C2=CC=CC=C2